N-(3-(5-(3-chloropyridin-4-yl)-1H-pyrrolo[2,3-b]pyridine-3-carbonyl)-2,6-difluorophenyl)propane-1-sulfonamide ClC=1C=NC=CC1C=1C=C2C(=NC1)NC=C2C(=O)C=2C(=C(C(=CC2)F)NS(=O)(=O)CCC)F